(4,6-diamino-2-(2-fluorobenzyl)-1H-pyrazolo[3,4-c]pyridazin-3-yl)-pyrimidin NC=1C=2C(=NN(C1)N)NN(C2C2=NC=CC=N2)CC2=C(C=CC=C2)F